ClC1=CC=C(/C=C/C2=CC(=CC=3CCOC32)NC(C=C)=O)C=C1 (E)-N-(7-(4-chlorostyryl)-2,3-dihydrobenzofuran-5-yl)acrylamide